6-(bis(tert-butoxycarbonyl)amino)-5-(difluoromethoxy)nicotinic acid phenyl ester C1(=CC=CC=C1)OC(C1=CN=C(C(=C1)OC(F)F)N(C(=O)OC(C)(C)C)C(=O)OC(C)(C)C)=O